CC1=C(C(NC(=C1)C)=O)CNC(=O)C=1C=C(C=C(C1C)N(C1CCOCC1)CC)C1=CC=C(C=C1)N1CCN(CC1)C1CCNCC1 N-((4,6-dimethyl-2-oxo-1,2-dihydropyridin-3-yl)methyl)-5-(ethyl(tetrahydro-2H-pyran-4-yl)amino)-4-methyl-4'-(4-(piperidin-4-yl)piperazin-1-yl)-[1,1'-biphenyl]-3-carboxamide